N-(4-((4-([1,2,4]triazolo[1,5-a]pyridin-7-yloxy)-2-methoxy-5-methylphenyl)amino)-7-methoxyquinazolin-6-yl)-2-fluoro-3-(pyrrolidin-2-yl)acrylamide N=1C=NN2C1C=C(C=C2)OC2=CC(=C(C=C2C)NC2=NC=NC1=CC(=C(C=C21)NC(C(=CC2NCCC2)F)=O)OC)OC